C(C1=CC=CC=C1)N1CC(C(CC1)=O)(F)F 1-benzyl-3,3-difluoro-piperidin-4-one